2-Amino-3-methyl-7-(1H-pyrazol-5-yl)quinolin-4-ol NC1=NC2=CC(=CC=C2C(=C1C)O)C1=CC=NN1